5-chloro-N-((1r,4r)-4-((3-(3-cyanopyridin-2-yl)-2-oxo-2,3-dihydro-1H-benzo[d]imidazol-1-yl)methyl)cyclohexyl)-2-(trifluoromethyl)nicotinamide ClC=1C=NC(=C(C(=O)NC2CCC(CC2)CN2C(N(C3=C2C=CC=C3)C3=NC=CC=C3C#N)=O)C1)C(F)(F)F